FC1N(C=C(N1C)Cl)C 2-fluoro-1,3-dimethyl-chloroimidazole